6-bromo-2-methoxy-3',6'-dihydro-[3,4'-bipyridine]-1'(2'H)-carboxylic acid tert-butyl ester C(C)(C)(C)OC(=O)N1CCC(=CC1)C=1C(=NC(=CC1)Br)OC